(S)-2-(4-(3-(5-fluoro-6-methylpyridin-3-yl)isoxazolidin-2-carbonyl)piperidin-1-yl)pyrimidine-4-carbonitrile FC=1C=C(C=NC1C)[C@H]1N(OCC1)C(=O)C1CCN(CC1)C1=NC=CC(=N1)C#N